CC1=C(C=C(C(=O)NC2=NN(C=C2C)CC(F)(F)F)C=C1)C#CC=1C=NC=CC1 4-methyl-N-[4-methyl-1-(2,2,2-trifluoroethyl)-1H-pyrazol-3-yl]-3-[2-(pyridin-3-yl)ethynyl]benzamide